C1(=CC=CC=C1)[C@H]1N(OCC1)C=1C2=C(N=C(N1)NC1=CC=C3CCNCC3=C1)NC=C2 (S)-N-(4-(3-phenylisoxazolidin-2-yl)-7H-pyrrolo[2,3-d]pyrimidin-2-yl)-1,2,3,4-tetrahydroisoquinolin-7-amine